propyl arabinonate O=C([C@@H](O)[C@H](O)[C@H](O)CO)OCCC